NC=1C(N(C2=C(N1)SC(=C2)C(=O)NCCCNCCCCN)C2=CC1=C(OCCN1C1=CC=CC=C1)C=C2)=O 3-amino-N-(3-((4-aminobutyl)amino)propyl)-2-oxo-1-(4-phenyl-3,4-dihydro-2H-benzo[b][1,4]oxazin-6-yl)-1,2-dihydrothieno[2,3-b]pyrazine-6-carboxamide